rac-(1R,2S,3S,4R,5S)-N-(5,6-dichloropyridin-3-yl)-5-hydroxy-3-(pyridine-4-yl)-7-oxabicyclo[2.2.1]Heptane-2-carboxamide ClC=1C=C(C=NC1Cl)NC(=O)[C@@H]1[C@H]2C[C@@H]([C@@H]([C@@H]1C1=CC=NC=C1)O2)O |r|